F[C@H]1CN(CC[C@H]1NC1=C2C=C(N(C2=CC=C1)CC(F)(F)F)C1=NOC(=N1)CNC(=O)C1=CC(=NC(=C1)C)COC)C N-{[3-(4-{[(3S,4R)-3-fluoro-1-methylpiperidin-4-yl]amino}-1-(2,2,2-trifluoroethyl)-1H-indol-2-yl)-1,2,4-oxadiazol-5-yl]methyl}-2-(methoxymethyl)-6-methylpyridine-4-carboxamide